FC=1C=CC(=NC1)C=1C=NC(=CC1NC1=CC(=CC(=C1)S(=O)(=O)C)O[C@@H]1C[C@H](C1)O)NC(C)=O N-(5-fluoro-4'-((3-((trans)-3-hydroxycyclobutoxy)-5-(methylsulfonyl)phenyl)amino)-[2,3'-bipyridin]-6'-yl)acetamide